{2,6,8-trifluoro-5H,10H-indeno[1,2-b]indol-10-yl}acetic acid FC=1C=C2C(C3=C(NC=4C(=CC(=CC34)F)F)C2=CC1)CC(=O)O